COC1=CC=C(C=C1)C1C(CN(C(C1)C)C(=O)OC(C)(C)C)C(=O)OC tert-Butyl cis,trans-3-Methyl 4-(4-Methoxyphenyl)-6-methylpiperidine-1,3-dicarboxylate